COC1=CC=C(CNC=2C=3N(C4=CC=C(C=C4N2)C2=CC=NN2C2OCCCC2)C=C(C3)CN3CCOCC3)C=C1 N-(4-methoxybenzyl)-2-(morpholinomethyl)-7-(1-(tetrahydro-2H-pyran-2-yl)-1H-pyrazol-5-yl)pyrrolo[1,2-a]quinoxalin-4-amine